6,6-dimethyl-6a,7,10,10a-tetrahydro-6H-dibenzo[b,d]pyran-1-acetate CC1(C2C(C3=C(O1)C=CC=C3CC(=O)[O-])CC=CC2)C